1,3-bis(2,2-dimethyl-3-oxapropyl)imidazolidin-2-one CC(CN1C(N(CC1)CC(O)(C)C)=O)(O)C